ClC1=CC(=C2C(=N1)N(N=N2)[C@H]2[C@@H]([C@@H]([C@H](O2)COCP(O)(O)=O)O)O)NCC2=C(C=CC=C2)Cl ((((2R,3S,4R,5R)-5-(5-chloro-7-((2-chlorobenzyl)amino)-3H-[1,2,3]triazolo[4,5-b]pyridin-3-yl)-3,4-dihydroxytetrahydro-furan-2-yl)methoxy)methyl)-phosphonic acid